C1(=CC=CC=C1)[B-](C1=CC=CC=C1)(C1=CC=CC=C1)C1=CC=CC=C1.C1(CCCCC1)[PH+](C1=CC(=CC(=C1)CC)CC)C1CCCCC1 dicyclohexyl-(3,5-diethylphenyl)phosphonium tetraphenylborate